S1C=CC2=NC=C(C=C21)O[C@@H]2CC[C@H](CC2)N2C(N(CC2=O)C=2C=NC=C(C2)C(F)(F)F)=O 3-[trans-4-(thieno[3,2-b]pyridin-6-yloxy)cyclohexyl]-1-[5-(trifluoromethyl)-3-pyridinyl]-2,4-imidazolidinedione